C1NCC12CCC(CC2)N2CCC(CC2)C=2C=NC(=NC2)N2[C@@H](C1=C(NC=3N=NC(=CC31)C3=C(C=CC=C3)O)CC2)C (R)-2-(6-(5-(1-(2-azaspiro[3.5]nonan-7-yl)piperidin-4-yl)pyrimidin-2-yl)-5-methyl-6,7,8,9-tetrahydro-5H-pyrido[3',4':4,5]pyrrolo[2,3-c]pyridazin-3-yl)phenol